(S)-4-(2-(4-ethylthiazol-2-yl)-2-(3-phenylpropionylamino)ethyl)phenylaminosulfonic acid C(C)C=1N=C(SC1)[C@H](CC1=CC=C(C=C1)NS(=O)(=O)O)NC(CCC1=CC=CC=C1)=O